N-{2-[(1S)-1-(3-ethoxy-4-methoxyphenyl)-2-methylsulfonylethyl]-1,3-dioxo-2,3-dihydro-1H-isoindol-4-yl}decanoamide 2-ethylhexyl-3-((4-carbamoyl-2-chlorophenyl)thio)propanoate C(C)C(COC(CCSC1=C(C=C(C=C1)C(N)=O)Cl)=O)CCCC.C(C)OC=1C=C(C=CC1OC)[C@@H](CS(=O)(=O)C)N1C(C2=CC=CC(=C2C1=O)NC(CCCCCCCCC)=O)=O